C(C)(C)(C)N1N=C(C=C1NC(=O)C=1C=NN(C1)C1CCC(CC1)CO)[C@@H]1C[C@@H](CC1)OC(NC(C)C)=O [(1R,3S)-3-[1-tert-butyl-5-[[1-[4-(hydroxymethyl)cyclohexyl]pyrazole-4-carbonyl]amino]pyrazol-3-yl]cyclopentyl]N-isopropylcarbamate